C(CCCCCCCCCCCCCCCCCCC)[N+]1=CC=CC=C1 n-icosylpyridinium